tert-butyl (R)-pyrrolidine-3-carboxylate (2R,3R)-2,3-dihydroxysuccinate O[C@@H](C(=O)O)[C@H](C(=O)O)O.N1C[C@@H](CC1)C(=O)OC(C)(C)C